(3-bromo-1-(2-(1,1-difluoroethyl)-6-methylpyrimidin-4-yl)-1H-pyrazolo[4,3-c]pyridin-6-yl)acetamide BrC1=NN(C2=C1C=NC(=C2)CC(=O)N)C2=NC(=NC(=C2)C)C(C)(F)F